2-[(7S)-3,7-Dimethyl-4,5,6,7-tetrahydroindazol-2-yl]-1-[(2R,3R)-2-(3-methoxy-2-methyl-phenyl)-3-morpholino-pyrrolidin-1-yl]ethanone CC=1N(N=C2[C@H](CCCC12)C)CC(=O)N1[C@@H]([C@@H](CC1)N1CCOCC1)C1=C(C(=CC=C1)OC)C